C[C@H]1[C@@H]([C@@H](OC2=C1C=C(C=C2)O)C3=CC=C(C=C3)OCCN4CCCC4)C5=CC=C(C=C5)O The molecule is a chromanol that is chroman-6-ol which is substituted at positions 2, 3, and 4 by p-(2-pyrrolidin-1-ylethoxy)phenyl, p-hydroxyphenyl, and methyl groups, respectively (the 2R,3R,4S diastereoisomer). It is a chromanol and a N-alkylpyrrolidine.